P(=O)(O)(O)O.P(O)(O)(O)=O phosphoric acid, phosphate salt